FC(OC1=CC=C(C=C1)C1=NOC=N1)F 3-(4-(difluoromethoxy)phenyl)-1,2,4-oxadiazol